C(C)(C)(C)OC(=O)NC1(CCC1)C(=O)O 1-(tert-Butoxycarbonylamino)cyclobutylformic acid